[(2S,6R)-6-(6-benzamidopurin-9-yl)-4-isopropyl-2-(triisopropylsilyloxymethyl)morpholin-2-yl]methyl benzoate C(C1=CC=CC=C1)(=O)OC[C@@]1(CN(C[C@@H](O1)N1C2=NC=NC(=C2N=C1)NC(C1=CC=CC=C1)=O)C(C)C)CO[Si](C(C)C)(C(C)C)C(C)C